diethyl 10-hydroxy-2,2,18,18-tetramethylnonadecanedioate OC(CCCCCCCC(C(=O)OCC)(C)C)CCCCCCCC(C(=O)OCC)(C)C